Triphenylmethyl borate B(OC(C1=CC=CC=C1)(C1=CC=CC=C1)C1=CC=CC=C1)([O-])[O-]